ClC1=CN=C(C(=N1)N1CCC(CCC1)(F)F)C=C 1-(6-chloro-3-vinylpyrazin-2-yl)-4,4-difluoroazepan